(4-(1-(3-fluorobenzyl)-1H-benzo[d]imidazol-2-yl)piperidin-1-yl)(4-((3-fluorophenyl)amino)quinazolin-8-yl)methanone FC=1C=C(CN2C(=NC3=C2C=CC=C3)C3CCN(CC3)C(=O)C=3C=CC=C2C(=NC=NC32)NC3=CC(=CC=C3)F)C=CC1